C12=CC=C(C=C1)S2 p-phenylene sulphide